(2S,4R)-N-(3-chloro-2-fluorophenylmethyl)-4-fluoro-4-methylpyrrolidine-2-carboxamide ClC=1C(=C(C=CC1)CNC(=O)[C@H]1NC[C@](C1)(C)F)F